[5-chloro-3-[[(1R)-2-[(3-fluoro-4-methoxy-5-nitro-phenyl)methoxy]-1-methyl-ethyl]carbamoyl]pyrazolo[1,5-a]pyrimidin-7-yl]-N-methyl-carbamate ClC1=NC=2N(C(=C1)OC(NC)=O)N=CC2C(N[C@@H](COCC2=CC(=C(C(=C2)[N+](=O)[O-])OC)F)C)=O